NC=1C(=C(C=CC1)S(=O)(=O)NCC1=C(C=C(C=C1)OC)OC)Br amino-2-bromo-N-(2,4-dimethoxybenzyl)benzenesulfonamide